2-(3,5-dimethylcyclohexyl)-2-(cyclopentylethyl)-1,3-dimethoxypropane CC1CC(CC(C1)C)C(COC)(COC)CCC1CCCC1